styrylphenyl Ether C(=CC1=CC=CC=C1)OC1=CC=CC=C1